COC1=NSC(=N1)NC(=O)N1CC2(C1)CCC(CC2)N(C=2C1=C(N=CN2)N(C=C1)COCC[Si](C)(C)C)C N-(3-methoxy-1,2,4-thiadiazol-5-yl)-7-(Methyl(7-((2-(trimethylsilyl)ethoxy)methyl)-7H-pyrrolo[2,3-d]pyrimidin-4-yl)amino)-2-azaspiro[3.5]Nonane-2-carboxamide